C(C#C)N(C1=CC=C(C(N[C@@H](CCC(=O)O)C(=O)O)=O)C=C1)CC1=COC=2N=C(N)NC(=O)C2O1 10-propargyl-5,8-dioxafolic acid